FC(C1=NN=C(O1)C1=CN=C(S1)CN1C2=C(CCC(C1=O)C)C=CN=C2)F 1-((5-(5-(difluoromethyl)-1,3,4-oxadiazol-2-yl)thiazol-2-yl)methyl)-3-methyl-4,5-dihydro-1H-pyrido[3,4-b]azepin-2(3H)-one